2-amino-3-bromo-5-methyl-benzoic acid NC1=C(C(=O)O)C=C(C=C1Br)C